(5-methyl-3-pyridyl)methanone CC=1C=C(C=NC1)C=O